C(C)NC(=O)C=1N=C(OC1C1=CC(=CC=C1)OC)C1=CC=C(C=C1)C(F)(F)F N-ethyl-5-(3-methoxyphenyl)-2-(4-(trifluoromethyl)phenyl)Oxazole-4-carboxylic acid amide